Cl.Cl.CN1N=CC(=C1)C=1C=C(C=2N(C1)N=CC2C#N)C=2C=NC(=CC2)N2CCNCC2 6-(1-methylpyrazol-4-yl)-4-(6-piperazin-1-yl-3-pyridinyl)pyrazolo[1,5-a]pyridine-3-carbonitrile dihydrochloride